ClC=1N=NNC1C(=O)OC methyl 4-chloro-1H-1,2,3-triazole-5-carboxylate